C(C)N(CC)CC.OC(CS(=O)(=O)O)CO 2,3-dihydroxy-1-propanesulfonic acid triethylamine salt